COC1=CC=C(OC2CCC3=C(N(C2)C(=O)OCC2=CC=CC=C2C24CCC(CC2)C4)C=CC=C3)C=C1 Norbornbenzyl 3-(4-methoxyphenoxy)-2,3,4,5-tetrahydro-1H-benzo[b]azepine-1-carboxylate